N-(6-chloro-1,3-benzothiazol-2-yl)-3,5-dimethyladamantane-1-carboxamide ClC1=CC2=C(N=C(S2)NC(=O)C23CC4(CC(CC(C2)C4)(C3)C)C)C=C1